CC=1N=C(SC1C(=O)OCCC)NC(CCNC(C1=CC(=CC(=C1)C(F)(F)F)C1=NOC(=N1)C)=O)=O Propyl 4-methyl-2-(3-(3-(5-methyl-1,2,4-oxadiazol-3-yl)-5-(trifluoromethyl)benzamido)propanamido)thiazole-5-carboxylate